C1=CC=CC=2C3=CC=CC=C3C(C12)CCOC([C@@H]([C@H](C(=O)O)O)O)=O (2R,3R)-4-(2-(9H-fluoren-9-yl)ethoxy)-2,3-dihydroxy-4-oxobutanoic acid